(S,E)-1-((1-((7-(Benzyloxy)-6-fluoro-1H-pyrrolo[3,2-b]pyridin-2-yl)methyl)-2-oxo-1,2-dihydropyridin-3-yl)amino)-7-(dimethylamino)-1,7-dioxohept-5-en-2-yl-dimethylcarbamat C(C1=CC=CC=C1)OC1=C2C(=NC=C1F)C=C(N2)CN2C(C(=CC=C2)NC([C@@H](CC\C=C\C(=O)N(C)C)CN(C([O-])=O)C)=O)=O